ClC1=CC=C(C=C1)C1=CC=C(C=C1)C=1N(C(C2=C(N1)C(=NC=C2)C=2C=NC=CC2)=O)C(CO)C (4'-chloro-[1,1'-biphenyl]-4-yl)-3-(1-hydroxypropan-2-yl)-8-(pyridin-3-yl)pyrido[3,4-d]pyrimidin-4(3H)-one